FC(OC1=CC2=C(N=C(S2)NC(=O)OCCNC(OCC2=CC=CC=C2)=O)C=C1)(F)F benzyl (2-(((6-(trifluoromethoxy)benzo[d]thiazol-2-yl)carbamoyl)oxy) ethyl)carbamate